N-((4-(cis-3-Hydroxycyclobutoxy)-1-(4-(trifluoromethoxy)phenyl)-1H-pyrazolo[3,4-b]pyridin-3-yl)methyl)acrylamide O[C@H]1C[C@H](C1)OC1=C2C(=NC=C1)N(N=C2CNC(C=C)=O)C2=CC=C(C=C2)OC(F)(F)F